OC1=CC2=C(OCC=C2)C2=CC=CC=C12 6-hydroxy-2H-naphtho[1,2-b]pyrane